(6,6-dimethyl-1-cyclohexen-1-yl)(trimethyl)silane ethyl-(E)-3-(2-formyl-5-(trifluoromethyl)phenoxy)acrylate C(C)OC(\C=C\OC1=C(C=CC(=C1)C(F)(F)F)C=O)=O.CC1(CCCC=C1[Si](C)(C)C)C